N1(N=NC=C1)C1=CC=C(C=N1)CN1C(C(N(C=C1)C1(CC1)C#N)=O)=O 1-(4-((6-(1H-1,2,3-triazol-1-yl)pyridin-3-yl)methyl)-2,3-dioxo-3,4-dihydropyrazin-1(2H)-yl)cyclopropane-1-carbonitrile